(4-fluoro-2-methylphenyl)(3-(4-((1-(3-fluoropropyl-1,1-d2)azetidin-3-yl)oxy)phenoxy)-6-hydroxybenzo[b]thiophen-2-yl)methanone FC1=CC(=C(C=C1)C(=O)C1=C(C2=C(S1)C=C(C=C2)O)OC2=CC=C(C=C2)OC2CN(C2)C(CCF)([2H])[2H])C